1-((S)-7-fluoro-3'-(2-((2S,5S)-2-methyl-5-(3,4,5-trifluorophenyl)pyrrolidin-1-yl)-2-oxoethyl)-2',4'-dioxo-2,3-dihydrospiro[indene-1,5'-oxazolidine]-5-yl)-3-methylurea FC=1C=C(C=C2CC[C@@]3(C(N(C(O3)=O)CC(=O)N3[C@H](CC[C@H]3C3=CC(=C(C(=C3)F)F)F)C)=O)C12)NC(=O)NC